[(3S)-3-Methylpyrrolidin-3-yl] 4-[3-(2-isopropoxy-3-pyridyl)pyrazolo[1,5-a]pyrimidin-5-yl]piperazine-1-carboxylate C(C)(C)OC1=NC=CC=C1C=1C=NN2C1N=C(C=C2)N2CCN(CC2)C(=O)O[C@@]2(CNCC2)C